FC(C(=O)OCC)(C=1C(NC2=CC=C(C(=C2C1C)C(F)(F)F)F)=O)F ethyl 2,2-difluoro-2-[6-fluoro-4-methyl-2-oxo-5-(trifluoromethyl)-1H-quinolin-3-yl]acetate